2,2-Bis[4-(2-methacryloyloxypropoxy)phenyl]propan C(C(=C)C)(=O)OC(COC1=CC=C(C=C1)C(C)(C)C1=CC=C(C=C1)OCC(C)OC(C(=C)C)=O)C